2-(2-hydroxyethoxy)ethyl-hydrazine OCCOCCNN